N-(1-Methyl-3-(pent-1-yn-1-yl)-1H-pyrrolo[2,3-b]pyridin-5-yl)acrylamide CN1C=C(C=2C1=NC=C(C2)NC(C=C)=O)C#CCCC